4-benzoylphenylthiosulfonium C(C1=CC=CC=C1)(=O)C1=CC=C(C=C1)S[SH2+]